(4-((3-(2,3-difluoro-4-methoxy-phenyl)imidazo[1,2-a]pyrazin-8-yl)amino)-2-methylphenyl)(4-((dimethylamino)methyl)piperidin-1-yl)methanone FC1=C(C=CC(=C1F)OC)C1=CN=C2N1C=CN=C2NC2=CC(=C(C=C2)C(=O)N2CCC(CC2)CN(C)C)C